BrC=1C(N(C=C2C1N=C(NC2=O)C)C2(CC2)C)=O 8-bromo-2-methyl-6-(1-methylcyclopropyl)pyrido[4,3-d]pyrimidine-4,7(3H,6H)-dione